CN1CCC(CC1)NC(=O)C1=NNC2=CC=CC=C12 N-(1-methylpiperidin-4-yl)-1H-indazole-3-carboxamide